(R)-tert-butyl (2-methyl-1-oxohexan-2-yl)carbamate C[C@](C=O)(CCCC)NC(OC(C)(C)C)=O